C[Si](OC[C@H](NC(NNC(=O)[O-])=O)C1=CC=CC=C1)(C(C)(C)C)C (R)-9,9,10,10-tetramethyl-4-oxo-6-phenyl-8-oxa-2,3,5-triaza-9-silaundecanoate